(5-Bromo-2-(bromomethyl)phenyl)methanol BrC=1C=CC(=C(C1)CO)CBr